Rac-(1S,2S)-1-(trifluoromethyl)-2-vinylcyclopropane-1-carboxylic acid ethyl ester C(C)OC(=O)[C@]1([C@@H](C1)C=C)C(F)(F)F |r|